C1(CC1)N1C(C2=CC=C(C=C2C(=C1)I)N1C[C@@H](CC1)O)=O (R)-2-cyclopropyl-6-(3-hydroxypyrrolidin-1-yl)-4-iodoisoquinolin-1(2H)-one